ClC1=NC=C(C(=NOCC(CN2CCCCC2)O)Cl)C=C1 6-chloro-N-(2-hydroxy-3-(piperidin-1-yl)propoxy)nicotinimidoyl chloride